C(=C)OCCCN 3-(vinyloxy)propylamine